C(#N)C1=C(C=CC=C1C=1OC2=C(N1)C=C(C(=C2)C)CN2[C@H](CCC2)C(=O)O)C2=CC=CC=C2 ((2-(2-cyano-[1,1'-biphenyl]-3-yl)-6-methylbenzo[d]oxazol-5-yl)methyl)-D-proline